NC1=NC(=C(C=2N1C(N(N2)CC(C)C)=O)C2=CC([N+](C(=C2)C)=O)C)C2=CC=CC=C2 5-amino-8-(2,6-dimethyl-1-oxo-pyridin-1-ium-4-yl)-2-isobutyl-7-phenyl-[1,2,4]triazolo[4,3-c]pyrimidin-3-one